FC(CNC1=CC2=C(C(N(N=C2C(C)C)CC(=O)NC2=NC=CC=N2)=O)S1)F {2-[(2,2-difluoroethyl)amino]-7-oxo-4-(propan-2-yl)-6h,7h-thieno[2,3-d]pyridazin-6-yl}-N-(pyrimidin-2-yl)acetamide